C(C)(C)(C)OC(=O)N1[C@@H](CN(CC1)C=1C=NC=C(C1)C=1C(=C(C=C(C1)F)C1=CC(=C(C=C1)N1C(N(C=C1)C)=O)Cl)OC)C (R)-4-(5-(3'-chloro-5-fluoro-2-methoxy-4'-(3-methyl-2-oxo-2,3-dihydro-1H-imidazol-1-yl)-[1,1'-biphenyl]-3-yl)pyridin-3-yl)-2-methylpiperazine-1-carboxylic acid tert-butyl ester